[Na+].C(CC)S(=O)(=O)[O-] propanesulfonic acid sodium salt